Mercaptoethyl sulfide diacrylate C(C=C)(=O)O.C(C=C)(=O)O.SCCSCCS